O[C@@H]1[C@H](CNC1)CN(C(OCC1=CC=CC=C1)=O)C benzyl (((3R,4R)-4-hydroxypyrrolidin-3-yl)methyl)(methyl)carbamate